3,5-bis(trifluoromethyl)pyridin-2-ol FC(C=1C(=NC=C(C1)C(F)(F)F)O)(F)F